6-[8-(1,3-benzothiazol-2-ylcarbamoyl)-3,4-dihydroisoquinolin-2(1H)-yl]-3-[2-chloro-3-(cyclohexyloxy)phenyl]pyridine-2-carboxylic acid S1C(=NC2=C1C=CC=C2)NC(=O)C=2C=CC=C1CCN(CC21)C2=CC=C(C(=N2)C(=O)O)C2=C(C(=CC=C2)OC2CCCCC2)Cl